2-[(5-CHLORO-1-METHYL-1H-IMIDAZOL-2-YL)METHOXY]-5-METHOXYBENZALDEHYDE ClC1=CN=C(N1C)COC1=C(C=O)C=C(C=C1)OC